C(CCCC\C=C/C\C=C/C\C=C/CCCCC)(=O)C(O)CN γ-linolenoylethanolamine